C(=C)OS(=O)(=O)[O-].[Na+] Sodium vinylsulfate